C(C)(C)(C)OC(=O)NC=1SC=CC1C(=O)OC methyl 2-((tert-butoxycarbonyl)amino)thiophene-3-carboxylate